C(CCN)C[C@@H](C(=O)O)N Lysine Acid